(3S,5S)-2-((S)-3-cyclopropyl-2-((S)-3-cyclopropyl-N-methyl-2-(2,2,2-trifluoroacetamido)propanamido)propanoyl)-9-methoxy-6-oxo-2,7-diazaspiro[4.4]nonane-3-carboxamide C1(CC1)C[C@@H](C(=O)N1C[C@]2(C[C@H]1C(=O)N)C(NCC2OC)=O)N(C([C@H](CC2CC2)NC(C(F)(F)F)=O)=O)C